C(C)(C)(C)OC(=O)NCCC=1OC2=C(C=[N+](C=C2)[O-])N1 2-(2-((tert-butoxycarbonyl)amino)ethyl)oxazolo[4,5-c]pyridine 5-oxide